C(CC[C@@H](C)[C@H]1CC[C@H]2[C@@H]3CC=C4CCCC[C@]4(C)[C@H]3CC[C@]12C)(=O)O 5-cholenic acid